anthracenyl sulfoxide C1(=CC=CC2=CC3=CC=CC=C3C=C12)S(=O)C1=CC=CC2=CC3=CC=CC=C3C=C12